FC1=CC=C(C=C1)C1=CC(=C(C=N1)C1(CN(CC1)C(C=C)=O)O)C1=NN(C=C1)C 1-(3-(6-(4-fluorophenyl)-4-(1-methyl-1H-pyrazol-3-yl)pyridin-3-yl)-3-hydroxypyrrolidin-1-yl)prop-2-en-1-one